Calcium carbonat ethyl-5-amino-1,3,4-thiadiazole-2-carboxylate C(C)OC(=O)C=1SC(=NN1)N.C([O-])([O-])=O.[Ca+2]